tert-butyl 6-(methoxymethyl)-2-(methoxymethyl)-3-(2-(4,4,5,5-tetramethyl-1,3,2-dioxaborolan-2-yl)ethyl)benzoate COCC1=CC=C(C(=C1C(=O)OC(C)(C)C)COC)CCB1OC(C(O1)(C)C)(C)C